4-[2-(2-cyano-1,1-dimethyl-ethyl)-1-(4,4-difluorocyclohexyl)-5-fluoro-4-hydroxy-indol-3-yl]benzoic acid C(#N)CC(C)(C)C=1N(C2=CC=C(C(=C2C1C1=CC=C(C(=O)O)C=C1)O)F)C1CCC(CC1)(F)F